3-(2-(2-(2-((3-acetamido-4-((4-methyl-5-nitrothiazol-2-yl)carbamoyl)phenyl)amino)ethoxy)ethoxy)ethoxy)propanoic acid C(C)(=O)NC=1C=C(C=CC1C(NC=1SC(=C(N1)C)[N+](=O)[O-])=O)NCCOCCOCCOCCC(=O)O